4'-(azidomethyl)-[1,1'-biphenyl]-2-carbonitrile N(=[N+]=[N-])CC1=CC=C(C=C1)C=1C(=CC=CC1)C#N